4-[3-[2,6-dichloro-4-(6-cyclopropyloxy-2-azaspiro[3.3]heptan-2-yl)benzoyl]-2,4-dihydro-1,3-benzoxazine-8-yl]-5-fluoro-2-(3-oxa-8-azabicyclo[3.2.1]octan-8-yl)benzoic acid ClC1=C(C(=O)N2COC3=C(C2)C=CC=C3C3=CC(=C(C(=O)O)C=C3F)N3C2COCC3CC2)C(=CC(=C1)N1CC2(C1)CC(C2)OC2CC2)Cl